Perfluorovinylethylether FC(C(C(=C(F)F)F)(F)F)(F)OC(C(F)(F)C(=C(F)F)F)(F)F